glycidyl carbamate C(N)(OCC1CO1)=O